C12CN(CC(N1)C2)C=2OC=1C(N2)=C(C=CC1C=1SC=CN1)O 2-(3,6-diazabicyclo[3.1.1]heptan-3-yl)-7-(thiazol-2-yl)benzo[d]oxazol-4-ol